N[C@]1(COC=2C1=NC=C(C2)C2=CC1=C(N=C3N1[C@H]1C4=C(C(N([C@@H]3C1)C([2H])([2H])[2H])=O)C=CC=C4OC(F)F)C=C2)C (7R,14R)-11-((R)-3-amino-3-methyl-2,3-dihydrofuro[3,2-b]pyridin-6-yl)-1-(difluoromethoxy)-6-(methyl-d3)-6,7-dihydro-7,14-methanobenzo[f]benzo[4,5]imidazo[1,2-a][1,4]diazocin-5(14H)-one